4-aminophenyl piperidine-1-carboxylate N1(CCCCC1)C(=O)OC1=CC=C(C=C1)N